O=C1N=C(NC(C1)=O)CNC(CC)=O N-((4,6-dioxo-1,4,5,6-tetrahydropyrimidin-2-yl)methyl)propionamide